(E)-N-[1-(2-nitrophenyl)-1H-pyrrol-2-yl-allylidenamino]-guanidine L-lactate C([C@@H](O)C)(=O)O.[N+](=O)([O-])C1=C(C=CC=C1)N1C(=CC=C1)C=CC=NN\C(=N\[H])\N